1-[4-(methylthio)phenyl]-2-methyl-2-morpholinopropan-1-one CSC1=CC=C(C=C1)C(C(C)(N1CCOCC1)C)=O